triisononyl trimethacrylate C(C(=C)C)(=O)OCCCCCCC(C)C.C(C(=C)C)(=O)OCCCCCCC(C)C.C(C(=C)C)(=O)OCCCCCCC(C)C